3-[[(1R)-1-(3,6-dimethyl-4-oxo-2-phenyl-chromen-8-yl)ethyl]amino]-N'-hydroxy-pyridine-2-carboxamidine CC1=C(OC2=C(C=C(C=C2C1=O)C)[C@@H](C)NC=1C(=NC=CC1)C(=NO)N)C1=CC=CC=C1